1,6-bis(p-toluyl-peroxycarboxy)hexane C1(=CC=C(C=C1)OOOC(=O)CCCCCCC(=O)OOOC1=CC=C(C=C1)C)C